C(C)(=O)N1CCC(CC1)CN1C(N(C(C=2N(C(=NC12)C1=C(C=CC=C1)Cl)C1=CC=C(C=C1)Cl)=O)C)=O 3-[(1-acetylpiperidin-4-yl)methyl]-8-(2-chlorophenyl)-7-(4-chlorophenyl)-1-methylpurine-2,6-dione